BrC1=CC=C(C=C1)C(CC1OCCOC1)(F)F 2-(2-(4-bromophenyl)-2,2-difluoroethyl)-1,4-dioxane